(S)-tert-Butyl 3-((4-((3-(cyclopropylmethyl)-2H-indazol-5-yl)amino) pyrido[3,2-d]pyrimidin-6-yl)oxy)pyrrolidine-1-carboxylate C1(CC1)CC=1NN=C2C=CC(=CC12)NC=1C2=C(N=CN1)C=CC(=N2)O[C@@H]2CN(CC2)C(=O)OC(C)(C)C